FC(OC1=CC=CC=C1)(F)F 2-(trifluoromethoxy)benzene